ClC=1C(=C(C2=CC=CC=C2C1)C#N)C=1N(N=CC1)C chloro-2-(2-methylpyrazol-3-yl)naphthalene-1-carbonitrile